C(C1=CC=CC=C1)OC(=O)NC[C@@H]1CN(C[C@H]1O)C(=O)OC(C)(C)C trans-tert-Butyl 3-((((benzyloxy)carbonyl)amino)methyl)-4-hydroxypyrrolidine-1-carboxylate